bromo(1-isocyanoethyl)benzene BrC1=C(C=CC=C1)C(C)[N+]#[C-]